C(C)(C)(C)OC(=O)N1C[C@@H](CCC1)N1C(N(C=2C=NC=CC21)C2=CC=C(C=C2)OC2=CC=CC=C2)=O (R)-3-(2-oxo-3-(4-phenoxyphenyl)-2,3-dihydro-1H-imidazo[4,5-c]pyridin-1-yl)piperidine-1-carboxylic acid tert-butyl ester